FC(OC=1C=C(C(=O)NC(C)C2=NC=CN=C2C2=NC=C(C=C2)OC(F)F)C=C(C1)C(F)(F)F)F 3-(difluoromethoxy)-N-[1-[3-[5-(difluoromethoxy)-2-pyridyl]pyrazin-2-yl]ethyl]-5-(trifluoromethyl)benzamide